C1(=CC=CC=C1)C1=NC(=NC(=N1)C1=CC=CC=C1)C1=C(C=C(C=C1)OCCCCCC)O 2-(4,6-diphenyl-1,3,5-triazin-2-yl)5-((hexyl)oxy)phenol